NN1CCC(CC1)C(=O)O N-amino-(4-piperidinyl)-carboxylic acid